4-((2-bromophenyl)amino)-2-((6-methoxy-2-methyl-1,2,3,4-tetrahydroisoquinolin-7-yl)amino)pyrimidine-5-carboxamide BrC1=C(C=CC=C1)NC1=NC(=NC=C1C(=O)N)NC1=C(C=C2CCN(CC2=C1)C)OC